N-methyl-4-(4-(3-(3-((2-methylbenzyl)oxy)phenyl)ureido)phenoxy)pyridine CN1CC=C(C=C1)OC1=CC=C(C=C1)NC(=O)NC1=CC(=CC=C1)OCC1=C(C=CC=C1)C